L-2-benzenesulfonyl-acetophenone C1(=CC=CC=C1)S(=O)(=O)CC(=O)C1=CC=CC=C1